CC1=C(OC=2CCC3=CN(N=C3C21)CC2=CC=NC=C2)C(=O)NC[C@H]2OCCC2 8-methyl-2-(pyridin-4-ylmethyl)-N-[(2S)-tetrahydrofuran-2-ylmethyl]-4,5-dihydro-2H-furo[2,3-g]indazole-7-carboxamide